C(C)N1C(N(C2=C1C=C(C(=C2)C2=NC=1C(=NC=C(C1)C(F)(F)F)N2C)S(=O)(=O)CC)C)=O 1-ethyl-6-ethylsulfonyl-3-methyl-5-[3-methyl-6-(trifluoromethyl)imidazo[4,5-b]pyridin-2-yl]benzimidazol-2-one